C(=O)(O)CC[N+](C)(C)CCOC(C(=C)C)=O N-(2-carboxyethyl)-N-methacryloyloxyethyl-N,N-dimethylammonium